C(C)(C)C=1C=C(C=CC1OC1=CC=NC=2NC(CCC12)=O)N1C(N(CC1=O)C=1C=NC=C(C1)C(F)(F)F)=O 3-{3-isopropyl-4-[(7-oxo-5,6,7,8-tetrahydro-1,8-naphthyridin-4-yl)oxy]phenyl}-1-[5-(trifluoromethyl)-3-pyridinyl]-2,4-imidazolidinedione